4-((4-fluoro-2-isopropoxyphenyl)amino)pyrido[3,2-d]pyrimidine-6-carboxylic acid FC1=CC(=C(C=C1)NC=1C2=C(N=CN1)C=CC(=N2)C(=O)O)OC(C)C